OCCOCCN1CC2=C(CC1)N=C(S2)C=O (5-(2-(2-hydroxyethoxy)ethyl)-4,5,6,7-tetrahydrothiazolo[5,4-c]pyridin-2-yl)methanone